1-(5-fluoro-2,3-dihydro-1-methyl-2-oxo-1H-indol-3-yl)-3-(methoxycarbonyl)-pyridinium bromide [Br-].FC=1C=C2C(C(N(C2=CC1)C)=O)[N+]1=CC(=CC=C1)C(=O)OC